C1(CC1)C(C)O 1-cyclopropylethanol